C(CC(=O)N[C@@H](CSS)C(=O)NCC(=O)[O-])[C@@H](C(=O)[O-])[NH3+] The molecule is conjugate base of S-sulfanylglutathione having both carboxy groups in anionic form and a protonated primary amino group. It is a conjugate base of a S-sulfanylglutathione.